CN(C)CC1(CC1)COC=1N=C(C2=C(N1)CN(CC2)C2=CC=CC1=CC=CC(=C21)CC)NCC2=NN=C(N2)C2COCC2 2-((1-((dimethylamino)methyl)cyclopropyl)methoxy)-7-(8-ethylnaphthalen-1-yl)-N-((5-(tetrahydrofuran-3-yl)-4H-1,2,4-triazol-3-yl)methyl)-5,6,7,8-tetrahydropyrido[3,4-d]pyrimidin-4-amine